2-(1-(4-(4-methylpiperazin-1-yl)phenyl)ethyl)-10H-phenothiazine esylate S(=O)(=O)(O)CC.CN1CCN(CC1)C1=CC=C(C=C1)C(C)C1=CC=2NC3=CC=CC=C3SC2C=C1